propyl-diethoxymethyl-ammonium chloride [Cl-].C(CC)[NH2+]C(OCC)OCC